2,3-dimethyl-piperazine-1-carboxylic acid tert-butyl ester C(C)(C)(C)OC(=O)N1C(C(NCC1)C)C